C(C1CO1)OC(CC[Si](OC)(OC)C)CC 3-glycidoxypentylmethyldimethoxysilane